NC1=NC=CC=C1C1=NC=2C(=NC(=CC2)C=2C=NN(C2)C)N1C1=CC=C(C=C1)CNC(CC1=CC(=C(C=C1)C=O)O)=O N-({4-[2-(2-aminopyridin-3-yl)-5-(1-methylpyrazol-4-yl)imidazo[4,5-b]pyridin-3-yl]phenyl}methyl)-2-(4-formyl-3-hydroxyphenyl)acetamide